tert-butyl 5-[5-[[4-(dimethylamino)-6-methyl-pyrimidin-2-yl] amino]-2,3-dihydrobenzofuran-7-yl]-2,3,4,7-tetrahydroazepine-1-carboxylate CN(C1=NC(=NC(=C1)C)NC=1C=C(C2=C(CCO2)C1)C=1CCCN(CC1)C(=O)OC(C)(C)C)C